2-((6-(thiazol-2-yl)pyridin-3-yl)methyl)oxazole-4-carboxylic acid S1C(=NC=C1)C1=CC=C(C=N1)CC=1OC=C(N1)C(=O)O